O1COC=2C1=C1C=NC=3C4=C(C=C(C3C1=CC2)O)C=C2C(OCO2)=C4 [1,3]Benzodioxolo[5,6-c]-1,3-dioxolo[4,5-i]phenanthridin-6-ol